methyl 5-fluoro-1-methyl-1H-pyrrolo[2,3-b]pyridine-4-carboxylate FC1=C(C2=C(N=C1)N(C=C2)C)C(=O)OC